CN([C@@H](C)C(=O)O)C L-N,N-dimethylalanine